C(C)C(COC=1C=CC(=C(C1)O)C1=NC(=NC(=N1)C1=C(C=C(C=C1)OCC(CCCC)CC)O)C1=CC=C(C=C1)OC)CCCC 5-(2-ethylhexoxy)-2-[4-[4-(2-ethylhexoxy)-2-hydroxyphenyl]-6-(4-methoxyphenyl)-1,3,5-triazin-2-yl]phenol